tert-Butyl 4-(5-(prop-2-yn-1-yloxy)pyrimidin-2-yl)piperazine-1-carboxylate C(C#C)OC=1C=NC(=NC1)N1CCN(CC1)C(=O)OC(C)(C)C